(3S)-1-(6-{1H-pyrrolo[2,3-b]pyridin-3-yl}quinoline-4-yl)pyrrolidin-3-amine N1C=C(C=2C1=NC=CC2)C=2C=C1C(=CC=NC1=CC2)N2C[C@H](CC2)N